2-methyl-N-triethoxysilyloctyl-1-aza-2-silacyclopentane C[SiH]1N(CCC1)CCCCCCCC[Si](OCC)(OCC)OCC